CS(=O)(=O)C=1C=C(C=CC1)CC1CC2(CN(C2)C(=O)N2CC3(C2)CC(C3)C=3C=NC(=CC3)C(F)(F)F)C1 [6-[(3-methylsulfonylphenyl)methyl]-2-azaspiro[3.3]heptan-2-yl]-[6-[6-(trifluoromethyl)-3-pyridyl]-2-azaspiro[3.3]heptan-2-yl]methanone